C(C)OC(=O)C1=CC(=C(C=C1)C)B1OC(C)(C)C(C)(C)O1 (4-ethoxycarbonyltolyl)boronic acid pinacol ester